(4-(2-acetamidoethyl)-6-cyclopropoxynaphthalene-2-yl)boric acid C(C)(=O)NCCC1=CC(=CC2=CC=C(C=C12)OC1CC1)OB(O)O